O=C1C2(CCN(C2)C(=O)C=2C=CC3=C(N=C(S3)NC(OC(C)(C)C)=O)C2)CCC(N1)=O tert-Butyl (5-(6,8-dioxo-2,7-diazaspiro[4.5]decane-2-carbonyl)benzo[d]thiazol-2-yl)carbamate